N1=CC(=CC=C1)CCNC1=NC=NC(=C1)C1=CNC2=NC=CC(=C21)OC2=CC=C1CCNCC1=C2 N-(2-(pyridin-3-yl)ethyl)-6-(4-((1,2,3,4-tetrahydroisoquinolin-7-yl)oxy)-1H-pyrrolo[2,3-b]pyridin-3-yl)pyrimidin-4-amine